ClC=1C=CC(=C(C1)C1=NNC=C1C=1N=C2C=C(C=NC2=CC1)N1CCC(CC1)NC)F 1-[6-[3-(5-chloro-2-fluoro-phenyl)-1H-pyrazol-4-yl]-1,5-naphthyridin-3-yl]-N-methyl-piperidin-4-amine